C(C)C(C(=O)O)C(C)O ethyl-3-hydroxybutyric acid